C1=NC=CC=2N(C=3C=CC=CC3C21)C2=C(C#N)C(=CC(=C2)C2=CC(=NC(=C2)C2=CC(=NC(=C2)C2=CC=CC=C2)C2=CC=CC=C2)C2=CC(=NC(=C2)C2=CC=CC=C2)C2=CC=CC=C2)N2C1=C(C=3C=CC=CC23)C=NC=C1 2,6-bis(5H-pyrido[4,3-b]indol-5-yl)-4-(2,2'',6,6''-tetraphenyl-[4,2':6',4''-terpyridin]-4'-yl)benzonitrile